BrC1=NN(C(=N1)C(C)Br)C1=CC(=NC=C1)F 4-[3-bromo-5-(1-bromoethyl)-1,2,4-triazol-1-yl]-2-fluoro-pyridine